O1CC(C1)N1CCN(CC1)C1=CC=C(N)C=C1 4-[4-(oxetan-3-yl)piperazin-1-yl]aniline